(2S)-1-[(2S)-2-(tert-butoxycarbonylamino)-3,3-dimethyl-butanoyl]-3,3-dimethyl-azetidine-2-carboxylic acid C(C)(C)(C)OC(=O)N[C@H](C(=O)N1[C@@H](C(C1)(C)C)C(=O)O)C(C)(C)C